(S,E)-methyl 6-(5-bromobenzo[b]thiophene-2-carboxamido)-7-(1-(2-(2-adamantylamino)-2-oxoethyl)-2-oxo-1,2-dihydropyridin-3-ylamino)-7-oxohept-2-enoate BrC1=CC2=C(SC(=C2)C(=O)N[C@@H](CC/C=C/C(=O)OC)C(=O)NC=2C(N(C=CC2)CC(=O)NC2C3CC4CC(CC2C4)C3)=O)C=C1